(+)-(S)-6-Chloro-3-phenyl-3,4-dihydro-2H-benzo[b][1,4]oxazin-2-one ClC1=CC2=C(OC([C@@H](N2)C2=CC=CC=C2)=O)C=C1